3,5-Difluoro-N-(2-[(2-morpholin-4-ylethyl)carbamoyl]phenyl)benzamid FC=1C=C(C(=O)NC2=C(C=CC=C2)C(NCCN2CCOCC2)=O)C=C(C1)F